BrC(C(=O)NC=1N=C(N(C1)CC1=CC(=CC(=C1)F)F)C)C 2-bromo-N-(1-(3,5-difluorobenzyl)-2-methyl-1H-imidazol-4-yl)propanamide